FC(CO[C@@H]1[C@H]([C@H]([C@H](O[C@]12OCCCC2)CO)O)N2N=NC(=C2)C2=CC(=C(C(=C2)F)F)F)F (2R,3R,4S,5R,6S)-5-(2,2-difluoroethoxy)-2-(hydroxymethyl)-4-(4-(3,4,5-trifluorophenyl)-1H-1,2,3-triazol-1-yl)-1,7-dioxaspiro[5.5]undecane-3-ol